[Si](C)(C)(C(C)(C)C)OCC1=NC(=NC=C1)C1=CN=C2N1N=C(C=C2)N2[C@H](CCC2)C2=C(C=CC(=C2)F)OC (R)-3-(4-(((tert-butyldimethylsilyl)oxy)methyl)pyrimidin-2-yl)-6-(2-(5-fluoro-2-methoxyphenyl)pyrrolidin-1-yl)imidazo[1,2-b]pyridazine